5-amino-N-(4-(6-amino-8-butyl-9H-purin-9-yl)butyl)nicotinamide NC=1C=NC=C(C(=O)NCCCCN2C3=NC=NC(=C3N=C2CCCC)N)C1